ClC1=C(C=C(OC2=CC=C(C=C2)C2=CC3=C(C(N(C(O3)=O)CC(=O)O)=O)N=C2)C=C1)C 2-{7-[4-(4-chloro-3-methylphenoxy)phenyl]-2,4-dioxo-2H-pyrido[2,3-e][1,3]oxazin-3(4H)-yl}acetic acid